C(C)(C)C1N2C(C3=CC(=C(C=C3C1)OCC1CCOCC1)C=1SC=CN1)=CC(C(=C2)C(=O)OCC)=O ethyl 6-isopropyl-2-oxo-9-((tetrahydro-2H-pyran-4-yl)methoxy)-10-(thiazol-2-yl)-6,7-dihydro-2H-pyrido[2,1-a]isoquinoline-3-carboxylate